diethyl-pentanediol succinate C(CCC(=O)O)(=O)O.C(C)C(C(O)(O)CC)CCC